3-[(2R,3R)-1-(dimethylamino)-2-methylpentan-3-yl]phenol CN(C[C@@H]([C@@H](CC)C=1C=C(C=CC1)O)C)C